NC(SC)=NC1=NC=C(C(=O)O)C=C1 6-((amino(methylthio)methylene)amino)nicotinic acid